C1(=C(C=CC=C1)C=1C2=CC=CC=C2C(=C2C=CC(=CC12)N(C=1C=CC=2N(C3=CC=CC=C3C2C1)C1=CC=CC=C1)C1=CC=CC=C1)C1=C(C=CC=C1)C1=CC=CC=C1)C1=CC=CC=C1 N-[9,10-bis(1,1'-biphenyl-2-yl)-2-anthryl]-N,9-diphenyl-9H-carbazole-3-amine